CC(CO[C@@H](C(=O)OC(C)(C)C)C)=C tert-butyl (R)-2-((2-methylallyl)oxy)propanoate